2-Methoxy-4-(4,4,5,5-tetramethyl-1,3,2-dioxaborolan-2-yl)pyridine COC1=NC=CC(=C1)B1OC(C(O1)(C)C)(C)C